2-(chloromethyl)benzo[d]oxazole ClCC=1OC2=C(N1)C=CC=C2